BrC1=CC=C2[C@@](NC=NC2=C1)(C(C)(F)F)C#CC1CC1 (R)-7-bromo-4-(cyclopropylethynyl)-4-(1,1-difluoroethyl)-3,4-dihydroquinazolin